ClC1=NN2C(N=C(C=C2)N2[C@H](CCC2)C2=C(C=CC(=C2)F)F)=C1NC(=S)NC1C(C1)(F)F 1-(2-chloro-5-((R)-2-(2,5-difluorophenyl)pyrrolidin-1-yl)pyrazolo[1,5-a]pyrimidin-3-yl)-3-(2,2-difluorocyclopropyl)thiourea